4-(4-(6-(((1s,2s,3r,5r)-2-fluoro-9-azabicyclo[3.3.1]non-3-yl)oxy)pyridazin-3-yl)-3-hydroxyphenyl)-1-methylpyrimidin-2(1H)-one F[C@H]1[C@@H]2CCC[C@H](C[C@H]1OC1=CC=C(N=N1)C1=C(C=C(C=C1)C1=NC(N(C=C1)C)=O)O)N2